6-Methyl-2-(1-oxo-8-azaspiro[4.5]dec-2-en-8-yl)pyrimidine-4-carbonitrile CC1=CC(=NC(=N1)N1CCC2(CC=CC2=O)CC1)C#N